C(C)(C)(C)OC(N[C@@H](CN1N=C2C(=CC=CC2=C1CO)OCCCOC)C(C)(C)C)=O (R)-(1-(3-(hydroxymethyl)-7-(3-methoxypropoxy)-2H-indazol-2-yl)-3,3-dimethylbut-2-yl)carbamic acid tert-butyl ester